Hydroxyethyl-ethylenebis-stearamide OCCC(C(=O)N)CCCCCCCCCCCCCCCCCCCCCCCCCCCCCCCCCCCC(=O)N